BrC=1C=C2CC(CC2=CC1)(C(=O)OCC)NC(=O)OC(C)(C)C ethyl 5-bromo-2-((tert-butoxycarbonyl) amino)-2,3-dihydro-1H-indene-2-carboxylate